O[C@H]1C[C@H](C1)NC(OC(C)(C)C)=O cis-tert-Butyl N-(3-hydroxycyclobutyl)carbamate